2,2,2-Trifluoroethyl 3-(3-(4-(tert-butyl)phenyl)-1H-indazol-1-yl)-2,2-dimethylpropanoate C(C)(C)(C)C1=CC=C(C=C1)C1=NN(C2=CC=CC=C12)CC(C(=O)OCC(F)(F)F)(C)C